ClC=1C=C(C=CC1OC(F)(F)F)N1C(NC2=C1C=C(C=C2)C2=CC(=CC=C2)CC(F)(F)F)(C#C[Si](C(C)C)(C(C)C)C(C)C)C#C 1-[3-chloro-4-(trifluoromethoxy)phenyl]-2-ethynyl-6-[3-(2,2,2-trifluoroethyl)phenyl]-2-{2-[tris(propan-2-yl)silyl]ethynyl}-1H-1,3-benzodiazole